2,4,6-tris(3,4,5-trifluorophenyl)boroxine FC=1C=C(C=C(C1F)F)B1OB(OB(O1)C1=CC(=C(C(=C1)F)F)F)C1=CC(=C(C(=C1)F)F)F